3-((methylsulfonyl)methyl)azetidine CS(=O)(=O)CC1CNC1